8-(6-((2-((2R,5S)-2,5-dimethylpyrrolidin-1-yl)ethoxy)methyl)pyridin-3-yl)-1-isopropyl-3-methyl-1H-imidazo[4,5-c]cinnolin-2(3H)-one C[C@H]1N([C@H](CC1)C)CCOCC1=CC=C(C=N1)C1=CC=2C3=C(N=NC2C=C1)N(C(N3C(C)C)=O)C